FC(C(=N)N)(C)F difluoropropionamidine